N1(N=NN=C1)C[C@H](C)OC1=C(C#N)C=CC(=C1)C=1C=NC(=NC1)NC=1C(=NN(C1)C1CCC(CC1)N1C[C@@H](O[C@@H](C1)C)C)OCC#N 2-(((S)-1-(1H-tetrazol-1-yl)propan-2-yl)oxy)-4-(2-((3-(cyanomethoxy)-1-((1r,4r)-4-((2S,6R)-2,6-dimethyl-morpholino)cyclohexyl)-1H-pyrazol-4-yl)amino)pyrimidin-5-yl)benzonitrile